dibenzyl (4R)-2-(but-2-enyl)-4-[tert-butoxycarbonyl(methyl)amino]pyrrolidine-1,2-dicarboxylate C(C=CC)C1(N(C[C@@H](C1)N(C)C(=O)OC(C)(C)C)C(=O)OCC1=CC=CC=C1)C(=O)OCC1=CC=CC=C1